3-(methoxymethyl)-azetidine COCC1CNC1